(S)-2-(1,5-dimethyl-1H-pyrazol-4-yl)-N-(2-methyl-5-(2-(2-methylpyrrolidin-1-yl)acetamido)pyridin-3-yl)-1H-pyrrolo[2,3-b]pyridine-5-carboxamide CN1N=CC(=C1C)C1=CC=2C(=NC=C(C2)C(=O)NC=2C(=NC=C(C2)NC(CN2[C@H](CCC2)C)=O)C)N1